ClC1=NN2C(C(=N1)Cl)=NC=C2 2,4-dichloroimidazo[2,1-f][1,2,4]Triazine